(E)-N-(4-((3-chloro-2,4-difluorophenyl)amino)-5-(m-tolyl)quinazolin-6-yl)-4-(dimethylamino)but-2-enamide ClC=1C(=C(C=CC1F)NC1=NC=NC2=CC=C(C(=C12)C=1C=C(C=CC1)C)NC(\C=C\CN(C)C)=O)F